(1R,2S,5S)-3-(diphenylcarbamoyl)-8-(methyl-(1-phenylethyl)carbamoyl)-3,8-diazabicyclo[3.2.1]octane-2-carboxylic acid C1(=CC=CC=C1)N(C(=O)N1[C@@H]([C@H]2CC[C@@H](C1)N2C(N(C(C)C2=CC=CC=C2)C)=O)C(=O)O)C2=CC=CC=C2